C(C1=CC=CC=C1)C1=NC(=NN1)C(=O)N[C@@H]1C(N(C2=C(OC1)C=CC(=C2)NCCCCl)C)=O (S)-5-benzyl-N-(7-((3-chloropropyl)amino)-5-methyl-4-oxo-2,3,4,5-tetrahydrobenzo[b][1,4]oxazepin-3-yl)-1H-1,2,4-triazole-3-carboxamide